ethyl 2-amino-2-(5-chloropyrazin-2-yl)acetate Hydrochloric Acid Salt Cl.NC(C(=O)OCC)C1=NC=C(N=C1)Cl